CC1=NC(=CC(=C1)[C@@H](C1=CC=C(C(=O)N)C=C1)OC1=C(C=C2C(CCOC2=C1C)=O)F)C (R)-4-((2,6-dimethylpyridin-4-yl)((6-fluoro-8-methyl-4-oxochroman-7-yl)oxy)methyl)benzamide